NC=1C(=NC(=CC1)C1=CC=C(C=C1)F)NC(=O)C=1C=NC(=NC1)N1CCN(CC1)C N-(3-amino-6-(4-fluorophenyl)pyridin-2-yl)-2-(4-methylpiperazin-1-yl)pyrimidine-5-carboxamide